2-Chloro-N-(4-{[4-(isoquinolin-5-ylamino)-6-(methylamino)-1,3,5-triazacyclohexan-2-yl]amino}butyl)acetamide ClCC(=O)NCCCCNC1NC(NC(N1)NC1=C2C=CN=CC2=CC=C1)NC